(4S)-3'-[2,6-Difluoro-4-(2-phenylethynyl)phenyl]-1,1'-dimethyl-spiro[6,7-dihydro-5H-indazole-4,6'-hexahydropyrimidine]-2',4'-dione FC1=C(C(=CC(=C1)C#CC1=CC=CC=C1)F)N1C(N([C@@]2(CC1=O)C=1C=NN(C1CCC2)C)C)=O